C1(=CC=C(C=C1)C1=CC=CC=C1)C(=O)[O-] 4,4'-biphenyl-At